C(C)(C)(C)OC(=O)N1CC=2N(CC1)N=C(C2I)CO.CN2C(CNCC2)C2=CC=CC1=NC3=CC=CC=C3N=C21 1-(N-methylpiperazinyl)phenazine tert-butyl-2-(hydroxymethyl)-3-iodo-6,7-dihydro-4H-pyrazolo[1,5-a]pyrazine-5-carboxylate